C(C)OC1=CC=C(C=C1)C=1C=C(C=CC1Cl)[C@@H]1O[C@@H]([C@H]([C@@H]([C@H]1O)O)O)CO (2S,3R,4R,5S,6R)-2-[3-(4-ethoxyphenyl)-4-chlorophenyl]-6-hydroxymethyltetrahydro-2H-pyran-3,4,5-triol